OCCS(=O)(=O)NC1=CC(=C(C(=O)NC=2C(N(C=CC2)[C@@H]2C[C@H](CC2)C(F)(F)F)=O)C=C1)N1CCC2(CC2)CC1 4-((2-hydroxyethyl)sulfonamido)-N-(2-oxo-1-((1S,3S)-3-(trifluoromethyl)cyclopentyl)-1,2-dihydropyridin-3-yl)-2-(6-azaspiro[2.5]octan-6-yl)benzamide